NC1=C2C(=NC=N1)N(N=C2C2=CC=C(C=C2)OC2=CC=CC=C2)CCNC(C2=C(C(=C(C(=C2S(N)(=O)=O)F)F)F)F)=O N-(2-(4-amino-3-(4-phenoxyphenyl)-1H-pyrazolo[3,4-d]pyrimidin-1-yl)ethyl)-2,3,4,5-tetrafluoro-6-sulfamoylbenzamide